C(C1=CC=CC=C1)OC[C@@H]1[C@](OC2=C1C(=C(C(=C2)F)Cl)C2=C(C(=CC=C2C#N)OC)F)(C2=CC=CC=C2)CN(C(OC(C)(C)C)=O)C tert-butyl (((2S,3R,4R)-3-((benzyloxy)methyl)-5-chloro-4-(6-cyano-2-fluoro-3-methoxyphenyl)-6-fluoro-2-phenyl-2,3-dihydrobenzofuran-2-yl)methyl)(methyl)carbamate